6-(4-Methylphenethoxy)benzo[d]isoxazol-3-amine CC1=CC=C(CCOC2=CC3=C(C(=NO3)N)C=C2)C=C1